(((9H-fluoren-9-yl)methoxy)carbonyl) alaninate N[C@@H](C)C(=O)OC(=O)OCC1C2=CC=CC=C2C=2C=CC=CC12